OCCC=1C(=NC=CC1)C1(COCC1)O 3-(3-(2-hydroxyethyl)pyridine-2-yl)tetrahydrofuran-3-ol